4-[2-(2,4-difluorophenoxy)-5-(ethylsulfonyl)phenyl]-6-methyl-1,6-dihydro-7H-pyrrolo[2,3-c]pyridin-7-one FC1=C(OC2=C(C=C(C=C2)S(=O)(=O)CC)C=2C3=C(C(N(C2)C)=O)NC=C3)C=CC(=C1)F